COC1=C(C=C(C=C1)NC(=O)C1=NN(C(C2=CC=CC=C12)=O)C)N1C=NC(=C1)C 3,4-dihydro-N-[4-methoxy-3-(4-methyl-1H-imidazol-1-yl)phenyl]-3-methyl-4-oxo-1-phthalazinecarboxamide